NC=1C=C(C=C2C=C(N=NC12)NC(=O)[C@H]1[C@H](C1)F)C=1C=NC=CC1C#N cis-N-(8-Amino-6-(4-cyanopyridin-3-yl)cinnolin-3-yl)-2-fluorocyclopropanecarboxamide